NCC12CN(CC(C1)C2)C(=O)OC(C)(C)C tert-Butyl 1-(Aminomethyl)-3-azabicyclo[3.1.1]heptane-3-carboxylate